FC=1C=C(OC2=NC=3N(C(N(C(C3N2CC2=CC=C(C=C2)F)=O)CCCO)=O)C)C=CC1F 8-(3,4-difluorophenoxy)-7-(4-fluorobenzyl)-1-(3-hydroxypropyl)-3-methyl-1H-purine-2,6(3H,7H)-dione